ClC1=C(C=CC=C1)C1(CCCC2=C1N=C(S2)N)NCC 4-(2-chlorophenyl)-N4-ethyl-4,5,6,7-tetrahydrobenzothiazole-2,4-diamine